[C@@H]1(C[C@H]([C@@H](CC1)C(=C)C)O)C (1R,3R,4S)-8-p-menthen-3-ol